ClC1=CC=C(C(=N1)C(=O)O)N[C@H](C)C1=NC(=CC(=C1)C)N1C(OC[C@@H]1CC1=C(C=NC=C1)F)=O 6-Chloro-3-(((R)-1-(6-((S)-4-((3-fluoropyridin-4-yl)methyl)-2-oxooxazolidin-3-yl)-4-methylpyridin-2-yl)ethyl)amino)picolinic acid